ClC=1C=CC2=C(CCC=3C(=NC=CC3)C2=C2CCN(CC2)S(=O)(=O)C)C1 8-chloro-11-(1-(methylsulfonyl)piperidin-4-ylidene)-6,11-dihydro-5H-benzo[5,6]cyclohepta[1,2-b]pyridine